C(C)(=O)OC1=C(C(C(OC1(CC)CC)(CC)CC)=O)C=1C=C(C=CC1C1CC1)C1=C(C=C(C=C1)Cl)Cl 5-(Acetyloxy)-4-(2',4'-dichloro-4-cyclopropyl-[1,1'-biphenyl]-3-yl)-3,6-dihydro-2,2,6,6-tetraethyl-2H-pyran-3-one